(R)-8-bromo-4-methoxy-2,3,4,5-tetrahydro-1H-pyrrolo[1,2-a][1,4]diazepin-1-one BrC=1C=C2N(C[C@@H](CNC2=O)OC)C1